((2r,4S,5r)-4-azido-5-(benzyloxy)tetrahydro-2H-pyran-2-yl)((S)-1-(4-fluorophenyl)-3,4-dihydroisoquinolin-2(1H)-yl)methanone N(=[N+]=[N-])[C@H]1C[C@@H](OC[C@@H]1OCC1=CC=CC=C1)C(=O)N1[C@H](C2=CC=CC=C2CC1)C1=CC=C(C=C1)F